NC1=NC=CC(=C1Cl)SC=1C=2N(C(=NC1)N1CCC3(CC1)[C@@H](C1=CC=CC=C1C3)N)C=CN2 (S)-1'-(8-((2-amino-3-chloropyridin-4-yl)thio)imidazo[1,2-c]pyrimidin-5-yl)-1,3-dihydrospiro[inden-2,4'-piperidin]-1-amine